benzylmethyl sulfite S(=O)(OCCC1=CC=CC=C1)[O-]